6-bromo-8-chloro-3-methyl-3-phenyl-2H-imidazo[1,5-a]pyridine-1,5-dione BrC1=CC(=C2N(C1=O)C(NC2=O)(C2=CC=CC=C2)C)Cl